CC1=CC=C(C=C1)S(=O)(=O)OCC1CNC(C1)=O (5-oxopyrrolidin-3-yl)methyl 4-methylbenzenesulfonate